C(C)(C)(C)OC(=O)N1CC(CC1)OC1=CC2=C(N=CN2)C=C1Br 3-[(6-bromo-3H-benzimidazol-5-yl)oxy]pyrrolidine-1-carboxylic acid tert-butyl ester